CC1=C(C=CC(=C1)C)NC(C1=CC=C(C=C1)NS(=O)(=O)C1=CC=C(C=C1)F)=O N-(2,4-dimethylphenyl)-4-((4-fluorophenyl)sulfonamido)benzamide